(2Z)-5-[4-(4-amino-3,5-dichlorophenyl)-1-oxo-2,3-dihydro-1H-isoindol-2-yl]pent-2-enenitrile NC1=C(C=C(C=C1Cl)C1=C2CN(C(C2=CC=C1)=O)CC\C=C/C#N)Cl